C(C)(C)(C)OC(=O)C1[C@H](C(CCC1)=O)N (R)-3-t-butoxycarbonyl-aminocyclohexanone